(R)-7-(3-(dimethylamino)azetidin-1-yl)-4-methyl-N-(1-(2-methyl-3-(trifluoromethyl)phenyl)ethyl)phthalazin-1-amine formate salt C(=O)O.CN(C1CN(C1)C1=CC=C2C(=NN=C(C2=C1)N[C@H](C)C1=C(C(=CC=C1)C(F)(F)F)C)C)C